ClCC(=O)NC1(C(CCC(C1)C)=O)C1=CC=CC=C1 2-chloro-N-(5-methyl-2-oxo-1-phenylcyclohexyl)acetamide